COC1=NCCC1 2-methoxy-4,5-dihydro-3H-pyrrole